C(C)(C)OCC(C)O Propylene Glycol Mono-iso-propyl Ether